CN1C2C(CCC1)CNC2 1-methyloctahydro-6H-pyrrolo[3,4-b]pyridin